N1(CCCC1)CC1=CC(=NC=C1)NC=1N=C2N(C=C(C=C2)C#N)C1 2-((4-(pyrrolidin-1-ylmethyl)pyridin-2-yl)amino)imidazo[1,2-a]pyridine-6-carbonitrile